Dihexyl-zinc C(CCCCC)[Zn]CCCCCC